O(C1=CC=CC=C1)C1CCN(CC1)C(=O)C1=NC2=CC=CC=C2N=C1 2-(4-phenoxypiperidine-1-carbonyl)quinoxaline